C(C)(C)(C)OC(CNC(=O)C1=CC=NC2=CC(=CC=C12)Br)=O (7-bromoquinoline-4-carbonyl)glycine tert-butyl ester